FC1=CC(=CC=2N(C=NC21)C(C)C)C2=CC(=NC=C2C)NC(=O)[C@@H]2C[C@@H](CCC2)NS(=O)(=O)C (1S,3R)-N-(4-(4-fluoro-1-isopropyl-1H-benzo[d]imidazol-6-yl)-5-methylpyridin-2-yl)-3-(methylsulfonamido)cyclohexane-1-carboxamide